C(=O)(O)C=1C=C(C=CC1C(=O)O)C(C)(C)C1=CC(=C(C=C1)C(=O)O)C(=O)O 2,2-bis(3,4-Dicarboxyphenyl)propan